1-[4-[2-Hydroxy-3-(4-phenylpiperazin-1-yl)propoxy]phenyl]-3-phenylprop-2-en-1-one OC(COC1=CC=C(C=C1)C(C=CC1=CC=CC=C1)=O)CN1CCN(CC1)C1=CC=CC=C1